C(C)(C)(C)OC(NC=1C=NN(C1)C(C)C=1C=NC(=NC1)S(=O)(=O)C)=O (1-(1-(2-(Methylsulfonyl)pyrimidin-5-yl)ethyl)-1H-pyrazol-4-yl)carbamic acid tert-butyl ester